C(C)OP(=O)(OCC)CC1=CC2=C(SC(=C2)C(=O)OCC)C=C1 ethyl 5-((diethoxyphosphoryl)methyl)benzo[b]thiophene-2-carboxylate